O(C1=CC=CC=C1)C1=CC=C(C=C1)C(CC1(C(N(C2=CC=CC=C12)CCC1=CC=CC=C1)=O)O)=O 3-(2-(4-(phenoxy)phenyl)-2-oxoethyl)-3-hydroxy-1-phenethylindol-2-one